(S)-ethyl 6-(2,3,5,6-tetrafluorophenyl)-3-thioxo-3,5,6,7-tetrahydro-2H-pyrrolo[1,2-c]imidazole-1-carboxylate FC1=C(C(=C(C=C1F)F)F)[C@@H]1CC=2N(C(NC2C(=O)OCC)=S)C1